OC=1C=C(CN[C@@H](C)C(=O)O)C=C(C1O)O 3,4,5-trihydroxybenzylalanine